ethyl 3-cyclopropyl-6-(4-fluoro-3-methylphenyl)-4-oxo-4,5-dihydropyrazolo-[1,5-a]pyrazine-2-carboxylate C1(CC1)C=1C(=NN2C1C(NC(=C2)C2=CC(=C(C=C2)F)C)=O)C(=O)OCC